(R)-2-amino-7-ethyl-7-methylfuro[3,4-b]pyridin-5(7H)-one NC1=CC=C2C(=N1)[C@@](OC2=O)(C)CC